ClC=1C(=NC=CC1C1=C(C(=CC=C1)NC1=NC=CC(=C1F)CNC[C@@H](C)O)C)C1=CC(=C(CNC[C@@H]2CCC(N2)=O)C=C1)OC(F)F (S)-5-(((4-(3-chloro-4-(3-((3-fluoro-4-((((R)-2-hydroxypropyl)amino)methyl)pyridin-2-yl)amino)-2-methylphenyl)pyridin-2-yl)-2-(difluoromethoxy)benzyl)amino)methyl)pyrrolidin-2-one